(2S,4R)-N-(6-Bromopyridin-2-yl)-4-fluoropyrrolidine-2-carboxamide TFA salt OC(=O)C(F)(F)F.BrC1=CC=CC(=N1)NC(=O)[C@H]1NC[C@@H](C1)F